9-bromo-5,6-dihydrobenzo[f]pyrazolo[1,5-d][1,4]oxazepin-2-yl trifluoromethanesulfonate FC(S(=O)(=O)OC1=NN2CCOC3=C(C2=C1)C=CC(=C3)Br)(F)F